ClC1=CC(=NC(=N1)N1C(=CC=C1C)C)N1C[C@@H](CC1)N(C(OC(C)(C)C)=O)C tert-butyl (R)-(1-(6-chloro-2-(2,5-dimethyl-1H-pyrrol-1-yl)pyrimidin-4-yl)pyrrolidin-3-yl)(methyl)carbamate